ethyl 7-fluoranyl-4-oxidanyl-8-[2,3,5-tris(fluoranyl)phenyl]quinoline-3-carboxylate FC1=CC=C2C(=C(C=NC2=C1C1=C(C(=CC(=C1)F)F)F)C(=O)OCC)O